C(C=C)(=O)N1CC2(C1)CN(CC2)C2=NC(=NC(=C2C#N)C=2C(=CC=C1C=NN(C21)C)C)OCC2=NC=C(C=C2)N2CCN(CC2)C 4-(2-acryloyl-2,6-diazaspiro[3.4]octan-6-yl)-6-(1,6-dimethyl-1H-indazol-7-yl)-2-((5-(4-methylpiperazin-1-yl)pyridin-2-yl)methoxy)pyrimidine-5-carbonitrile